C(#N)C1=CC(=NC(=C1)OCC1=C(C=C(C=C1)C#N)F)C1=CC(=C(CC2=NC3=C(N2CCOC)C=C(C=C3)C(=O)OC)C=C1)F Methyl 2-(4-(4-cyano-6-((4-cyano-2-fluorobenzyl) oxy) pyridin-2-yl)-2-fluorobenzyl)-1-(2-methoxyethyl)-1H-benzo[d]imidazole-6-carboxylate